COCCOC1=C(C=C(C=C1)B1OC(C(O1)(C)C)(C)C)NC(C=C)=O N-(2-(2-methoxyethoxy)-5-(4,4,5,5-tetramethyl-1,3,2-dioxaborolan-2-yl)phenyl)acryl-amide